3-(5-chloro-2-fluorophenyl)-4-methyl-5-(4,4,5,5-tetramethyl-1,3,2-dioxaborolan-2-yl)pyridine ClC=1C=CC(=C(C1)C=1C=NC=C(C1C)B1OC(C(O1)(C)C)(C)C)F